FC1=C(C=CC(=C1)F)[C@@H]1N(OCC1)C1=CC(=NC=N1)NC=1C(=CC(=C(C1)NC(C=C)=O)N1CCC(CC1)N1CCN(CC1)C1CCOCC1)OC N-(5-((6-((R)-3-(2,4-difluorophenyl)-isoxazolidine-2-yl)pyrimidine-4-yl)amino)-4-methoxy-2-(4-(4-(tetrahydro-2H-pyran-4-yl)piperazine-1-yl)piperidine-1-yl)phenyl)acrylamide